6-(4-chlorophenyl)-N-[(1S,2R)-2-hydroxycyclohexyl]-3-oxo-2-(pyridin-3-yl)-2,3-dihydropyridazine-4-carboxamide ClC1=CC=C(C=C1)C=1C=C(C(N(N1)C=1C=NC=CC1)=O)C(=O)N[C@@H]1[C@@H](CCCC1)O